FC1=C(C(=CC=C1)F)N1N=C(C=CC1=O)C(=O)NC=1C(=C2C=NN(C2=CC1)[C@@H]1COCC1)N1CC2(CC2)[C@H](C1)N 1-(2,6-difluorophenyl)-N-{4-[(7R)-7-amino-5-azaspiro[2.4]heptan-5-yl]-1-[(3S)-tetrahydro-3-furyl]indazol-5-yl}-6-oxo-1,2-diazine-3-carboxamide